C(CCC)N([C@@H]([C@@H](O)C1=CC=CC=C1)C)CCCC (1S,2R)-2-(dibutylamino)-1-phenyl-1-propanol